C(C)(=O)O[C@H]1[C@@H](O[C@]([C@H]1OCC1=CC=CC=C1)(C=C)COCC1=CC=CC=C1)N1C(NC(C(=C1)F)=O)=O (2R,3R,4S,5R)-4-(benzyloxy)-5-((benzyloxy)methyl)-2-(5-fluoro-2,4-dioxo-3,4-dihydropyrimidin-1(2H)-yl)-5-vinyltetrahydrofuran-3-yl acetate